(S)-7-chloro-2-ethyl-2,3-dihydropyrido[2,3-f][1,4]oxazepine-4(5H)-carboxylic acid tert-butyl ester C(C)(C)(C)OC(=O)N1C[C@@H](OC2=C(C1)N=C(C=C2)Cl)CC